FC1=CC=CC=2CCCOC21 8-fluoro-3,4-dihydro-2H-1-benzopyran